O=C1C(CCCC1)=O 2-ketocyclohexanone